2-[4-(hydroxymethyl)cyclohexyl]-7-isopropoxy-N-[2-oxo-1-[(1s,2r)-2-fluorocyclopropyl]-3-pyridinyl]imidazo[1,2-a]pyrimidine-6-carboxamide OCC1CCC(CC1)C=1N=C2N(C=C(C(=N2)OC(C)C)C(=O)NC=2C(N(C=CC2)[C@@H]2[C@@H](C2)F)=O)C1